N,N'-(Carboxymethyliminobisethylene)bis[N-(methylcarbamoylmethyl)glycine] C(=O)(O)CN(CCN(CC(=O)O)CC(NC)=O)CCN(CC(=O)O)CC(NC)=O